di-tert-butyl 3,3'-(decane-1,10-diylbis(1-oxoisoindoline-4,2-diyl))bis(2,6-dioxopiperidine-1-carboxylate) C(CCCCCCCCCC1=C2CN(C(C2=CC=C1)=O)C1C(N(C(CC1)=O)C(=O)OC(C)(C)C)=O)C1=C2CN(C(C2=CC=C1)=O)C1C(N(C(CC1)=O)C(=O)OC(C)(C)C)=O